C(CC)(=O)OC=1CC(C(=C(C1)C(C)(C)C)O)(C(C)(C)C)C=CCC 3-buten-1-yl-3,5-di-tert-butyl-4-hydroxyphenyl propionate